NS(=NC(CC=1C(=C2COCC2=CC1C(C)C)CC)=O)(=O)C1=CN=C(S1)C(C)(C)O N-(amino(2-(2-hydroxypropan-2-yl)thiazol-5-yl)(oxo)-λ6-sulfaneylidene)-2-(4-ethyl-6-isopropyl-1,3-dihydroisobenzofuran-5-yl)acetamide